O[C@H]1[C@H](O)[C@H](O)[C@H](O1)[C@@H](O)CO α-L-talofuranose